(E)-2-(4-chlorobenzylidene)-5-methoxy-2,3-dihydro-1H-inden-1-one ClC1=CC=C(\C=C/2\C(C3=CC=C(C=C3C2)OC)=O)C=C1